dithio-dipropanesulfonate C(CCSSCCCS(=O)(=O)[O-])S(=O)(=O)[O-]